C1(=CC=C(C=C1)C=1C2=CC=CC=C2N=C2C=CC=CC12)C 9-(p-tolyl)acridine